heptyl 3-ethyl-12-hexyl-6-(2-((2-hexyldecanoyl)oxy)ethyl)-10-oxo-9,11-dioxa-3,6-diazahexadecane-16-oate C(C)N(CC)CCN(CCOC(OC(CCCC(=O)OCCCCCCC)CCCCCC)=O)CCOC(C(CCCCCCCC)CCCCCC)=O